NC1=NC=CC(=C1)C[C@@H]1[C@H](N(C1=O)C(=O)N[C@H](CC)C1=C(C=C(C=C1)C)F)C(=O)N(C)C=1N(C=CN1)C (2S,3R)-3-((2-aminopyridin-4-yl)methyl)-N2-(1-methyl-1H-imidazol-2-yl)-N1-((R)-1-(2-fluoro-4-methylphenyl)propyl)-N2-methyl-4-oxoazetidine-1,2-dicarboxamide